FC(C(C(F)(F)F)(O)C1=CC=C(C=C1)C1=C(C=C(C=C1)CN1CC(N(CC1)CC1=CC=NC=C1)CC(=O)[O-])C)(F)F 4-((4'-(1,1,1,3,3,3-hexafluoro-2-hydroxypropan-2-yl)-2-methyl-[1,1'-biphenyl]-4-yl)methyl)-1-(pyridin-4-ylmethyl)piperazin-2-ylacetate